{[(9H-fluoren-9-yl)methoxy]carbonyl}((methyl)amino)propanoic acid C1=CC=CC=2C3=CC=CC=C3C(C12)COC(=O)C(C(=O)O)(C)NC